C(C)OC(=O)C1CCN(CC1)C1=NC(=NC=C1)NC(=O)OC(C)(C)C 1-(2-((tert-Butoxycarbonyl)amino)pyrimidin-4-yl)piperidine-4-carboxylic acid ethyl ester